2-((2R,4R)-2-methyl-4-(((tetrahydro-2H-pyran-4-yl)methyl)amino)piperidin-1-yl)quinoline-8-carbonitrile C[C@H]1N(CC[C@H](C1)NCC1CCOCC1)C1=NC2=C(C=CC=C2C=C1)C#N